7-chloro-3-methyl-[1,2,4]triazolo[4,3-c]pyrimidine ClC1=CC=2N(C=N1)C(=NN2)C